C(CCC)N(C1CC(N(C(C1)(C)C)C)(C)C)C1=NC(=NC(=N1)N(CCCC)C1CC(N(C(C1)(C)C)C)(C)C)C(CCCCC(CCCCCC1=NC(=NC(=N1)N(CCCC)C1CC(N(C(C1)(C)C)C)(C)C)N(CCCC)C1CC(N(C(C1)(C)C)C)(C)C)C1=NC(=NC(=N1)N(CCCC)C1CC(N(C(C1)(C)C)C)(C)C)N(CCCC)C1CC(N(C(C1)(C)C)C)(C)C)N 1,6,11-tris[2,4-bis(N-butyl-N-(1,2,2,6,6-pentamethyl-4-piperidyl)amino)-s-triazin-6-yl]-aminoundecane